(S)-1-(2-((8-amino-6-(3-cyanophenyl)-5-(pyrimidin-4-yl)-[1,2,4]triazolo[1,5-a]pyrazin-2-yl)methyl)-3-fluorobenzyl)pyrrolidine-3-carboxylic acid NC=1C=2N(C(=C(N1)C1=CC(=CC=C1)C#N)C1=NC=NC=C1)N=C(N2)CC2=C(CN1C[C@H](CC1)C(=O)O)C=CC=C2F